(R)-6-(6-(difluoromethyl)imidazo[1,2-a]pyrazin-3-yl)-N-(pyrrolidin-3-yl)pyridin-2-amine FC(C=1N=CC=2N(C1)C(=CN2)C2=CC=CC(=N2)N[C@H]2CNCC2)F